FC1=C(C(=CC(=C1)C1=C2CCN[C@@H](C2=CC=C1OC)C)C(C)C)O 2-fluoro-6-isopropyl-4-[(1R)-6-methoxy-1-methyl-1,2,3,4-tetrahydroisoquinolin-5-yl]phenol